C[C@@H](CC1=CC=C(C=C1)O)NC The molecule is a phenolic compound, the structure of which is that of methamphetamine methyl-substituted at the 4-position of the phenyl ring. It is a member of phenols and a secondary amino compound. It derives from a methamphetamine.